CC(CCCCCCCCCCCCCCC)([NH+](CCCCCCCCCCCCCCCC)CCCCCCCCCCCCCCCC)C dimethyl-tricetyl-ammonium